N-[(3R)-2,6-dioxo-3-piperidinyl]-1-methyl-3,4-dihydro-2H-quinoline-4-carboxamide O=C1NC(CC[C@H]1NC(=O)C1CCN(C2=CC=CC=C12)C)=O